methyl (3R)-2',2'-difluoro-1-azaspiro[bicyclo[3.2.0]heptane-3,1'-cyclopropane]-5-carboxylate FC1([C@]2(C1)CN1CCC1(C2)C(=O)OC)F